OC1=C(C=C(CNC(COC(CCCCCCCCCCCCCCCCC)=O)=O)C=C1)OC stearic acid 2-((4-hydroxy-3-methoxy-benzyl) amino)-2-oxoethyl ester